1-(4-benzimidazol-1-yl-2-chloro-phenyl)-3-(5-tert-butyl-isoxazol-3-yl)-urea N1(C=NC2=C1C=CC=C2)C2=CC(=C(C=C2)NC(=O)NC2=NOC(=C2)C(C)(C)C)Cl